NC=1C2=C(N=CN1)N(C(=C2C2=CC[C@H](CC2)C(=O)N2C1(COC1)CCC2)C2=CC=C(C=C2)NC(C(=C)C)=O)C N-(4-{4-amino-7-methyl-5-[(4S)-4-{2-oxa-5-azaspiro[3.4]octane-5-carbonyl}cyclohex-1-en-1-yl]-7H-pyrrolo[2,3-d]pyrimidin-6-yl}phenyl)-2-methylprop-2-enamide